C(C)N1CCN(CC1)CC1=C(C=C(C=C1)NC(C1=CC(=C(C=C1)C)OC1=NC(=NC=C1)NC)=O)C(F)(F)F N-(4-((4-ethylpiperazin-1-yl)methyl)-3-(trifluoromethyl)phenyl)-4-methyl-3-((2-(methylamino)pyrimidin-4-yl)oxy)benzamide